N,N-diethyl-1-nitroaniline C(C)N(C1(CC=CC=C1)[N+](=O)[O-])CC